BrC1=C(C=C(OC2CCC(CC2)COCC=O)C=C1)C 2-(((1r,4r)-4-(4-bromo-3-methylphenoxy)cyclohexyl)methoxy)acetaldehyde